F[C@@H]1CN(CC[C@@H]1NC1=C2C=C(N(C2=CC=C1)CC(F)(F)F)C1=NN=C(S1)CNC(=O)C1CCCC1)C |r| (+/-)-N-{[5-(4-{[(3R,4S)-3-fluoro-1-methylpiperidin-4-yl]amino}-1-(2,2,2-trifluoroethyl)-1H-indol-2-yl)-1,3,4-thiadiazol-2-yl]methyl}cyclopentanecarboxamide